(1aR,5aR)-2-(2,4-Difluoro-phenyl)-1a,2,5,5a-tetrahydro-1H-2,3-diaza-cyclopropa[a]pentalene-4-carboxylic acid [1-(4-methoxy-phenyl)-cyclopropyl]-amide COC1=CC=C(C=C1)C1(CC1)NC(=O)C=1C=2C[C@@H]3[C@H](C2N(N1)C1=C(C=C(C=C1)F)F)C3